N1=C(C=CC=C1)CNC(=O)C=1N=NN(C1)CCCCN1N=NC(=C1)C(NCC1=NC=CC=C1)=O N-(pyridin-2-ylmethyl)-1-(4-{4-[(pyridin-2-ylmethyl)carbamoyl]-1H-1,2,3-triazol-1-yl}butyl)-1H-1,2,3-triazole-4-carboxamide